NC=1C=NN(C1)C1=C2C=CC(=NC2=CC=C1)C(=O)NS(=O)(=O)C1=C(C=CC(=C1)C1(CCOCC1)C)OC 5-(4-amino-1H-pyrazol-1-yl)-N-((2-methoxy-5-(4-methyltetrahydro-2H-pyran-4-yl)phenyl)sulfonyl)quinoline-2-carboxamide